tributyl-(tetradecyl)phosphonium chloride [Cl-].C(CCC)[P+](CCCCCCCCCCCCCC)(CCCC)CCCC